dimethylsilyl-(9-fluorenyl)(1-indenyl)zirconium dichloride [Cl-].[Cl-].C[SiH](C)[Zr+2](C1C=CC2=CC=CC=C12)C1C2=CC=CC=C2C=2C=CC=CC12